Triisocyanatotriphenylmethane C1=CC=C(C=C1)C(C2=CC=CC=C2)C3=C(C(=C(C=C3)N=C=O)N=C=O)N=C=O